Cl.N[C@@H]1CCC2=CC(=CC=C12)C#N (R)-1-amino-2,3-dihydro-1H-indene-5-carbonitrile hydrochloride